N-(3-chlorophenyl)-5-cyclopropyl-1H-pyrazol-3-amine ClC=1C=C(C=CC1)NC1=NNC(=C1)C1CC1